N-(Cis-(2-(4-(2,3-dichlorophenyl)piperazin-1-yl)ethyl)cyclobutyl)oxazole-2-carboxamide ClC1=C(C=CC=C1Cl)N1CCN(CC1)CCC1(CCC1)NC(=O)C=1OC=CN1